C(CC=1C(O)=CC=C(O)C1)(=O)OC methyl homogentisate